copper-nickel-silicon-copper [Cu].[Si].[Ni].[Cu]